NC1=NC=CC(=C1)OC1=CC=C(C=C1)N1N=CN(C1=O)CC1=C(C=CC=C1F)F 2-[4-[(2-amino-4-pyridinyl)oxy]phenyl]-4-[(2,6-difluorophenyl)methyl]-1,2,4-triazol-3-one